O=C1NC(CCC1N1C(C2=CC=C(C=C2C1=O)NCCCCCCN1N=C(C2=CC=C(C=C12)C(=O)NC=1N=CC=2N(C1)C=C(N2)[C@@H]2N(CCC2)C)C)=O)=O 1-(6-((2-(2,6-dioxopiperidin-3-yl)-1,3-dioxoisoindolin-5-yl)amino)hexyl)-3-methyl-N-(2-((R)-1-methylpyrrolidin-2-yl)imidazo[1,2-a]pyrazin-6-yl)-1H-indazole-6-carboxamide